7-chloro-6-(4,4,5,5-tetra-methyl-1,3,2-dioxaborolan-2-yl)benzo[d]thiazoleacryloyloxybutyl-tetrahydrophthalic acid ClC1=C(C=CC=2N=C(SC21)C=CC(=O)OCCCCC2(C(=O)O)C(C(=O)O)CCC=C2)B2OC(C(O2)(C)C)(C)C